ClC=1C=C(C=CC1)C(C#N)C1=NC=CC(=C1)C(F)(F)F 2-(3-chlorophenyl)-2-(4-(trifluoromethyl)pyridin-2-yl)acetonitrile